BrC=1C=NC=2C=C(NC(C2C1)=O)C1CN(CC1)C(=O)OC(C)(C)C tert-Butyl 3-(3-bromo-5-oxo-6H-1,6-naphthyridin-7-yl)pyrrolidine-1-carboxylate